C12CN(CC(CC1)O2)C(=O)N2CC1=C(C=C(C=C1CC2)C=2N=C1C(=NC2)NC=C1Cl)[C@H]1NCCOC1 (8-oxa-3-azabicyclo[3.2.1]oct-3-yl)(6-(7-chloro-5H-pyrrolo[2,3-b]pyrazin-2-yl)-8-((R)-morpholin-3-yl)-3,4-dihydroisoquinolin-2(1H)-yl)methanone